[2-(acryloyloxy)ethyl]trimethyl-ammonium chloride [Cl-].C(C=C)(=O)OCC[N+](C)(C)C